CN1CCN(CC1)C1=CC=C(C=C1)C=1C=C2CC3(C(NC2=CC1)=O)CN(CC3)C#N 6'-(4-(4-methylpiperazin-1-yl)phenyl)-2'-oxo-1',4'-dihydro-2'H-spiro[pyrrolidine-3,3'-quinoline]-1-carbonitrile